5-(5-amino-7-phenyl-8-(pyridin-4-yl)imidazo[1,2-c]pyrimidin-2-yl)isoxazole-3-carboxylic acid methyl ester COC(=O)C1=NOC(=C1)C=1N=C2N(C(=NC(=C2C2=CC=NC=C2)C2=CC=CC=C2)N)C1